CC1=CC(=CC(=C1O)C)C 2,6-dimethyl-p-cresol